N[C@H](C(=O)O)CC1=C(C(=CC=C1)C)C (2S)-2-amino-3-(2,3-dimethylphenyl)propanoic acid